(E)-1-(2-Decoxy-6-hydroxyphenyl)-3-(3-hydroxyphenyl)prop-2-en-1-one C(CCCCCCCCC)OC1=C(C(=CC=C1)O)C(\C=C\C1=CC(=CC=C1)O)=O